ClC1=CC=C(C[C@H]2C(N([C@H]3C[C@@H]23)C2=NC(=NN2)C2=CC=NC=C2)=O)C=C1 (1S,4R,5S)-4-(4-chlorobenzyl)-2-(3-(pyridin-4-yl)-1H-1,2,4-triazol-5-yl)-2-azabicyclo[3.1.0]hexan-3-one